[(3aR,4R,6R,6aS)-6-(4-{[(4-methoxyphenyl)methyl](methyl)amino}pyrrolo[2,3-d]pyrimidin-7-yl)-2,2-dimethyl-tetrahydro-3aH-cyclopenta[d][1,3]dioxol-4-yl]methanol COC1=CC=C(C=C1)CN(C=1C2=C(N=CN1)N(C=C2)[C@@H]2C[C@@H]([C@@H]1[C@H]2OC(O1)(C)C)CO)C